NC1=NC=CC=C1C1=NC=2C(=NC(=CC2)C2=CC=CC=C2)N1C1=CC=C(C=C1)CN1CCC(CC1)NC([O-])=O [1-[[4-[2-(2-amino-3-pyridyl)-5-phenyl-imidazo[4,5-b]pyridin-3-yl]phenyl]methyl]-4-piperidyl]carbamate